ClC1=NC=C2NC(N(C2=N1)C1CCN(CC1)C(=O)OC(C)(C)C)=O tert-Butyl 4-(2-chloro-8-oxo-7,8-dihydro-9H-purin-9-yl)piperidine-1-carboxylate